tert-butyl 4-({2-carbamoylfuro[2,3-c]pyridin-5-yl}methylidene)piperidine-1-carboxylate C(N)(=O)C1=CC=2C(=CN=C(C2)C=C2CCN(CC2)C(=O)OC(C)(C)C)O1